(E)-2-chloro-4-((3-chlorophenyl)diazenyl)phenyl sulfurofluoridate S(OC1=C(C=C(C=C1)\N=N\C1=CC(=CC=C1)Cl)Cl)(=O)(=O)F